[N-]=C=O.[C+](=S)=S Carbon disulfide isocyanate